3-(4-fluorophenyl)-N-(6H-isochromeno[3,4-c]pyridin-8-yl)-N-methylpropanamide FC1=CC=C(C=C1)CCC(=O)N(C)C=1C=CC2=C(C1)COC1=CN=CC=C12